2-(4-(2-(2,6-dimethylpyridin-4-yl)-3-isopropyl-1H-indol-5-yl)piperidin-1-yl)-1-(4-methylpiperidin-1-yl)ethan-1-one CC1=NC(=CC(=C1)C=1NC2=CC=C(C=C2C1C(C)C)C1CCN(CC1)CC(=O)N1CCC(CC1)C)C